COC(CNC1(CCCCC1)CNC(=O)OC(C)(C)C)=O (1-(((tert-butoxycarbonyl)amino)methyl)cyclohexyl)glycine methyl ester